FC=1C=C(CC2=NC=CC=C2)C=C(C1)OC 2-(3-fluoro-5-methoxybenzyl)pyridine